NC1=C(C=CC=C1)C1=CC=CC=2C3=CC=CC=C3NC12 (2'-aminophenyl)carbazole